tert-Butyl-N-((1R,2S,5S)-2-amino-5-(dimethylcarbamoyl)cyclohexyl)carbamat C(C)(C)(C)OC(N[C@H]1[C@H](CC[C@@H](C1)C(N(C)C)=O)N)=O